tertbutyl (R)-3-(((R)-1-(4-(methoxycarbonyl)phenyl) ethyl) carbamoyl)morpholine-4-carboxylate COC(=O)C1=CC=C(C=C1)[C@@H](C)NC(=O)[C@@H]1N(CCOC1)C(=O)OC(C)(C)C